methyl 2-[3-[4-[3-[3-[7-amino-2-(2-hydroxyphenyl) imidazo[1,2-a]pyrimidin-6-yl] prop-2-ynyloxy] cyclobutoxy]-1-piperidinyl] isoxazol-5-yl]-3-methyl-butyrate NC1=NC=2N(C=C1C#CCOC1CC(C1)OC1CCN(CC1)C1=NOC(=C1)C(C(=O)OC)C(C)C)C=C(N2)C2=C(C=CC=C2)O